CCCSCCCSCCCCCCCCC(CCCCCCCCSCCCSCCC)O 4,8,26,30-tetrathiatritriacontan-17-ol